2-{4-[(4-methoxyphenyl)methyl]piperazin-1-yl}-N-(pyridin-2-ylmethyl)acetamide COC1=CC=C(C=C1)CN1CCN(CC1)CC(=O)NCC1=NC=CC=C1